O=C1NC(CCC1N1C(N(C2=C1C=CC(=C2)CCCOCCC(=O)OC(C)(C)C)C)=O)=O Tert-butyl 3-[3-[1-(2,6-dioxo-3-piperidyl)-3-methyl-2-oxo-benzimidazol-5-yl]propoxy]propanoate